4-(N,N-dimethylamino)-1-((2R,4S,5R)-4-hydroxy-5-(hydroxylmethyl)tetrahydrofuran-2-yl)pyrimidin-2(1H)-one CN(C)C1=NC(N(C=C1)[C@@H]1O[C@@H]([C@H](C1)O)CO)=O